N-((4-(5-amino-4-cyano-1-(1-methylpiperidin-4-yl)-1H-pyrazol-3-yl)-1H-indol-7-yl)methyl)-5-fluoro-2-methoxybenzamide NC1=C(C(=NN1C1CCN(CC1)C)C1=C2C=CNC2=C(C=C1)CNC(C1=C(C=CC(=C1)F)OC)=O)C#N